1-(2,6-dibenzyloxy-3-pyridyl)-6-fluoro-3-methyl-2-oxo-benzimidazol C(C1=CC=CC=C1)OC1=NC(=CC=C1N1C(N(C2=C1C=C(C=C2)F)C)=O)OCC2=CC=CC=C2